C12CC(CC(C1)C2)NC2=C(C=C(C=C2C)NC(=O)C=2N=C(OC2CC)N2CCCC2)F N-(4-(bicyclo[3.1.1]heptan-3-ylamino)-3-fluoro-5-methylphenyl)-5-ethyl-2-(pyrrolidin-1-yl)oxazole-4-carboxamide